C(C1=CC=CC=C1)SC1(CN(C1)C(=O)OC(C)(C)C)C(=O)OC O1-tert-butyl O3-methyl 3-benzylsulfanylazetidine-1,3-dicarboxylate